ClC=1C=C(C=2N(N1)C=CN2)[C@@H]2[C@H](C2)C2=CC=C1C(=NN(C1=C2)CC(F)(F)F)C(F)(F)F 6-chloro-8-((1S,2S)-2-(1-(2,2,2-trifluoroethyl)-3-(trifluoromethyl)-1H-indazol-6-yl)cyclopropyl)imidazo[1,2-b]pyridazine